BrC1=CC=C(C=C1)C1=CC=CN1C1=C(C=CC=C1)C(F)(F)F 5-(4-Bromophenyl)-1-[2-(trifluoromethyl)phenyl]pyrrol